4-(3,5-difluoro-4-(piperazin-1-yl)phenyl)piperidine-2,6-dione FC=1C=C(C=C(C1N1CCNCC1)F)C1CC(NC(C1)=O)=O